OC(C)CC=O 2-hydroxy-4-oxobutane